FC1=CC=C(C=C1)N(C(=O)C=1N(C(C=C(C1)C=1C=NN(C1)C)=O)CC#C)C N-(4-fluorophenyl)-N-methyl-4-(1-methylpyrazol-4-yl)-6-oxo-1-prop-2-ynylpyridine-2-carboxamide